(8S)-7-[2-[[5-(2,4-difluorophenyl)-3-fluoro-pyridine-2-carbonyl]amino]acetyl]-1,4-dioxa-7-azaspiro[4.4]nonane-8-carboxylic acid FC1=C(C=CC(=C1)F)C=1C=C(C(=NC1)C(=O)NCC(=O)N1CC2(OCCO2)C[C@H]1C(=O)O)F